CCCCCCCCCCCCCCCCCC(=O)N[C@@H](CO[C@H]1[C@@H]([C@H]([C@@H]([C@H](O1)CO)O[C@H]2[C@@H]([C@H]([C@H]([C@H](O2)CO)O[C@H]3[C@@H]([C@H]([C@H]([C@H](O3)CO)O)O)NC(=O)C)O[C@@]4(C[C@@H]([C@H]([C@@H](O4)[C@@H]([C@@H](CO)O)O)NC(=O)C)O)C(=O)N)O)O)O)[C@@H](/C=C/CCCCCCCCCCCCC)O The molecule is a sialotriaosylceramide that is ganglioside GM2 (18:0) in which the carboxy function of the sialic acid residue has been converted into a carboxamide. It is a sialotriaosylceramide and a dicarboxylic acid diamide. It derives from a ganglioside GM2 (18:0).